O=C1NC(CCC1N1C(N(C2=C1C=CC(=C2)CCC2CCC(CC2)C(=O)O)C)=O)=O (1S,4R)-4-(2-(1-(2,6-dioxopiperidin-3-yl)-3-methyl-2-oxo-2,3-dihydro-1H-benzimidazol-5-yl)ethyl)cyclohexane-1-carboxylic acid